[5-(trans-4-ethynylcyclohexyl)-4-methyl-4H-1,2,4-triazol-3-yl]methanol C(#C)[C@@H]1CC[C@H](CC1)C=1N(C(=NN1)CO)C